1,1,4,7-tetramethyl-1a,2,3,4,4a,5,6,7b-octahydrocyclopropa[e]azulen-3-ol CC1(C2C3=C(CCC3C(C(CC21)O)C)C)C